O1C(=NC=C1)C=1C=CC(=NC1)CC=1OC=C(N1)C(=O)OCC ethyl 2-((5-(oxazol-2-yl)pyridin-2-yl)methyl)oxazole-4-carboxylate